C(C)NC(=O)C1=CC(=NC(=C1)C=1N=NN(C1)C=1C(=C(C(=O)O)C=CC1)C(F)(F)F)C=1N=NN(C1)C=1C(=C(C(=O)O)C=CC1)C(F)(F)F 4'-((4-(ethylcarbamoyl)pyridin-2,6-diyl)bis(1H-1,2,3-triazole-4,1-diyl))bis(2-(trifluoromethyl)benzoic acid)